NC1=C2C(=C(C(=CC2=CC(=C1)S(=O)(=O)[O-])S(=O)(=O)[O-])N=NC1=CC=CC=C1)O 5-amino-4-hydroxy-3-(phenylazo)-naphthalene-2,7-disulfonate